FC(C(=O)O)(F)F.C1=CC=CC2=NC3=CC=CC=C3C(=C12)N acridin-9-amine trifluoroacetate